FC1=C(C=CC(=C1F)OC)C1=CN=C2N1C=CN=C2NC2=CC(=C(C(=O)NCCOCCNC(OC(C)(C)C)=O)C(=C2)C)F tert-Butyl N-[2-[2-[[4-[[3-(2,3-difluoro-4-methoxy-phenyl)imidazo[1,2-a]pyrazin-8-yl]amino]-2-fluoro-6-methyl-benzoyl]amino]ethoxy]ethyl]carbamate